C1(=CC=C(C=C1)[AlH]CC(C)C)C p-tolylisobutylaluminum hydride